C(C)(C)C1=C(C=CC=C1)NC1CCN(CC1)C(=O)OC(C)(C)C tert-butyl 4-((2-isopropylphenyl)amino)piperidine-1-carboxylate